2-hydroxyethyl-para-phenylenediamine OCCNC1=CC=C(C=C1)N